C1(CC1)C1=C(C(=NO1)C1=C(C=NC=C1Cl)Cl)COC12CCC(CC1)(CC2)COC=2C=C1C(=CC=NC1=C(C2)F)C 6-((4-((5-Cyclopropyl-3-(3,5-dichloropyridin-4-yl)isoxazol-4-yl)methoxy)bicyclo[2.2.2]octan-1-yl)methoxy)-8-fluoro-4-methylchinolin